4-(2-bromoethyl)-1,3-dihydro-2H-indol-2-one BrCCC1=C2CC(NC2=CC=C1)=O